N1=C(N=CC=C1)C1=NC=CC=N1 Bipyrimidin-2-yl